3-[(3-chloro-2-methoxyphenyl)amino]-2-(3-iodopyridin-4-yl)-1H,5H,6H,7H-pyrrolo[3,2-c]pyridin-4-one ClC=1C(=C(C=CC1)NC1=C(NC2=C1C(NCC2)=O)C2=C(C=NC=C2)I)OC